gallium trifluoromethanesulfonic acid FC(S(=O)(=O)O)(F)F.[Ga]